15-(5-methyl-4-prop-2-enoyl-2,3-dihydroquinoxalin-1-yl)-9-oxa-2,5,6,13,19,20-hexazatetracyclo[11.6.2.13,6.017,21]docosa-1(19),3(22),4,15,17,20-hexaen-14-one CC1=C2N(CCN(C2=CC=C1)C=1C(N2CCCOCCN3N=CC(NC4=NC=C(C1)C2=N4)=C3)=O)C(C=C)=O